ClC=1C=C(C=CC1Cl)NC(CN(CC=1NC(C2=C(N1)N(N=C2)C)=O)C)=O N-(3,4-dichlorophenyl)-2-(methyl((1-methyl-4-oxo-4,5-dihydro-1H-pyrazolo[3,4-d]pyrimidin-6-yl)methyl)amino)acetamide